(3-(5-(3,5-Difluorophenyl)-4,5-dihydro-1H-pyrazole-1-carbonyl) bicyclo[1.1.1]pent-1-yl) methylsulfonate CS(=O)(=O)OC12CC(C1)(C2)C(=O)N2N=CCC2C2=CC(=CC(=C2)F)F